N1CC(C1)C=1C=NC(=NC1)N1C[C@@H](CC1)C(F)(F)F 5-(azetidin-3-yl)-2-[(3R)-3-(trifluoromethyl)pyrrolidin-1-yl]pyrimidine